3-(5-(2-(3,8-Diazabicyclo[3.2.1]oct-8-yl)-3-methyl-4-oxo-4,7-dihydro-3H-pyrrolo[2,3-d]pyrimidin-5-yl)-4-chloro-2H-indazol-2-yl)-N,N-dimethylpropionamide C12CNCC(CC1)N2C=2N(C(C1=C(N2)NC=C1C1=C(C2=CN(N=C2C=C1)CCC(=O)N(C)C)Cl)=O)C